trimethylcyclopent-3-en CC1C(CC=C1)(C)C